FC(C(C(=O)OC(C)(C)C)(C(=O)OC)CC)([Si](C)(C)C)F O1-tert-butyl O3-methyl 2-[difluoro (trimethylsilyl) methyl]-2-Ethyl-malonate